N-(2-(1-(6,7-dimethoxycinnolin-4-yl)azetidin-3-yl)ethyl)sulfamoylcarbamate COC=1C=C2C(=CN=NC2=CC1OC)N1CC(C1)CCNS(=O)(=O)NC([O-])=O